FC1=CC(=CC=2N(C(=NC21)C2=CC=C(C=C2)S(=O)(=O)C)C)C2CCN(CC2)C2CC1CCC(C2)N1C(C)C 4-fluoro-6-(1-(8-isopropyl-8-azabicyclo[3.2.1]oct-3-yl)piperidin-4-yl)-1-methyl-2-(4-(methylsulfonyl)phenyl)-1H-benzo[d]imidazole